tetra-copper-tungsten [W].[Cu].[Cu].[Cu].[Cu]